N1(CCC[C@H]2CCCC[C@H]12)C(C(CSC)N(CC1=C(C=C(C=C1)OC)OC)C1CC1)=O 1-[(4aR,8aS)-3,4,4a,5,6,7,8,8a-Octahydro-2H-quinolin-1-yl]-2-[cyclopropyl-[(2,4-dimethoxyphenyl)methyl]amino]-3-methylsulfanyl-propan-1-one